pyridine-4(1H)-one N1C=CC(C=C1)=O